cyclopenta[2,1-b:3,4-b']dithiophene S1C=2C(=CC1)C=C1C2SC=C1